C(CCCCCCCCCCCCCCCCC)N1C(=C(C(C2=C(C=C(C=C12)O)O)=O)O)C1=CC(=C(C=C1)O)OC N-octadecyl-2-(3-methoxy-4-hydroxyphenyl)-3,5,7-trihydroxy-quinolin-4-one